O-(3-butyl-3-ethyl-7-(methylsulfanyl)-1,1-dioxo-5-phenyl-2,3,4,5-tetrahydro-1,5-benzothiazepin-8-yl)serine C(CCC)C1(CS(C2=C(N(C1)C1=CC=CC=C1)C=C(C(=C2)OC[C@H](N)C(=O)O)SC)(=O)=O)CC